(2S,11aR)-9-fluoro-2-hydroxy-6-isopropoxy-8-methyl-2,3,11,11a-tetrahydro-1H,5H-benzo[f]pyrrolo[2,1-c][1,4]oxazepine-5-one FC1=C(C=C(C=2C(N3[C@@H](COC21)C[C@@H](C3)O)=O)OC(C)C)C